3-bromo-4-(2-methoxyethoxy)benzaldehyde BrC=1C=C(C=O)C=CC1OCCOC